6-(4-(6-(((1r,2r,3s,5s)-2-fluoro-9-azabicyclo[3.3.1]non-3-yl)oxy)pyridazin-3-yl)-3-hydroxyphenyl)-3-methylpyridin-4(3H)-one F[C@@H]1[C@H]2CCC[C@@H](C[C@@H]1OC1=CC=C(N=N1)C1=C(C=C(C=C1)C1=CC(C(C=N1)C)=O)O)N2